8-Bromo-2-methyl-[1,2,4]triazolo[1,5-a]pyridine BrC=1C=2N(C=CC1)N=C(N2)C